N,N-dimethyl-3-{7-[(1S,2R)-2-octylcyclopropyl]heptyl}dodec-an-1-amine CN(CCC(CCCCCCCCC)CCCCCCC[C@@H]1[C@@H](C1)CCCCCCCC)C